(2S,4S)-4-fluoro-1-[2-[4-(1,5-naphthyridin-4-ylamino)-1-piperidyl]acetyl]pyrrolidine-2-carbonitrile F[C@H]1C[C@H](N(C1)C(CN1CCC(CC1)NC1=CC=NC2=CC=CN=C12)=O)C#N